CN1C=NC2=NC=NC2=C1N N'-methyladenine